1-(2-bromo-4-chlorophenyl)-3-(dimethylamino)but-2-en-1-one BrC1=C(C=CC(=C1)Cl)C(C=C(C)N(C)C)=O